C(C)(C)(C)C=1C(C(=CC(C1)=CC=1SC=CC1)C(C)(C)C)=O 2,6-di-tert-butyl-4-(thien-2-ylmethylene)cyclohexa-2,5-dien-1-one